N1(CCC1)C1CCN(CC1)CC=1C=C(C=C(C1)F)C=1C=C(C2=C(N(C(=N2)C2=CC=C(C=C2)S(=O)(=O)C)C)C1)C 6-(3-((4-(azetidin-1-yl)piperidin-1-yl)methyl)-5-fluorophenyl)-1,4-dimethyl-2-(4-(methylsulfonyl)phenyl)-1H-benzo[d]imidazole